N-(o-tolyl)propanamide C1(=C(C=CC=C1)NC(CC)=O)C